2-((4-((1H-Indazol-5-yl)ethynyl)-[2,4'-bipyrimidin]-2'-yl)amino)-N-methylacetamide N1N=CC2=CC(=CC=C12)C#CC1=NC(=NC=C1)C1=NC(=NC=C1)NCC(=O)NC